N-[(6-{[(cyclohexylmethyl)amino]methyl}imidazo[1,2-a]pyridin-2-yl)methyl]-1H-pyrazolo[3,4-b]pyridine-4-carboxamide C1(CCCCC1)CNCC=1C=CC=2N(C1)C=C(N2)CNC(=O)C=2C1=C(N=CC2)NN=C1